BrC=1C=C(C=C(C1)S(=O)(=O)C)NC(=O)C=1C=NN(C1)C1=NC=C(C=C1)C(F)(F)F N-(3-bromo-5-(methylsulfonyl)phenyl)-1-(5-(trifluoromethyl)pyridin-2-yl)-1H-pyrazole-4-carboxamide